1-((R)-2-(4-(cyclobutylsulfonyl)benzamido)-3-cyclohexylpropanoyl)-4-(5-(2-hydroxypropan-2-yl)-1H-1,2,3-triazol-1-yl)pyrrolidine-2-carboxamide C1(CCC1)S(=O)(=O)C1=CC=C(C(=O)N[C@@H](C(=O)N2C(CC(C2)N2N=NC=C2C(C)(C)O)C(=O)N)CC2CCCCC2)C=C1